BrC=1C(=C(C=CC1)NC(C(F)(F)F)=O)C N-(3-Bromo-2-Methylphenyl)-2,2,2-Trifluoroacetamide